(S)-5-amino-N-cyclobutyl-N-(1-(5-cyclopropylpyridin-2-yl)ethyl)-6,8-dihydro-1H-furo[3,4-d]pyrrolo[3,2-b]pyridine-2-carboxamide NC1=C2C(=C3C(=N1)C=C(N3)C(=O)N([C@@H](C)C3=NC=C(C=C3)C3CC3)C3CCC3)COC2